trimethylolpropane tris[3-(1-aziridinyl)propionate] CCC(COC(=O)CCN1CC1)(COC(=O)CCN2CC2)COC(=O)CCN3CC3